CN1N=C(C=C1B1OC(C(O1)(C)C)(C)C)C#N 1-methyl-5-(4,4,5,5-tetramethyl-1,3,2-dioxaborolan-2-yl)pyrazole-3-carbonitrile